5-({1-[amino(1H-imidazol-4-yl)acetyl]azetidin-3-yl}oxy)-2-hydroxy-1,1a,2,7b-tetrahydrocyclopropa[c][1,2]benzoxaborinine-4-carboxylic acid NC(C(=O)N1CC(C1)OC1=C(C2=C(C3C(B(O2)O)C3)C=C1)C(=O)O)C=1N=CNC1